CN(C=1C(=C(C(=C2C=NNC12)C=1C=CC=2N(C1)C=C(N2)NC(=O)[C@H]2[C@H](C2)F)CC)F)C (1S,2S)-N-(6-(7-(dimethylamino)-5-ethyl-6-fluoro-1H-indazol-4-yl)imidazo[1,2-a]pyridin-2-yl)-2-fluorocyclopropane-1-carboxamide